C(C)(C)(C)OC(CC[C@H](C(=O)N)N1C(C2=CC=C(C(=C2C1)F)C[C@H]1OCCC[C@@H]1N)=O)=O (R)-5-amino-4-(5-(((2R,3S)-3-aminotetrahydro-2H-pyran-2-yl)methyl)-4-fluoro-1-oxoisoindolin-2-yl)-5-oxopentanoic acid tert-butyl ester